13-(2-(4-(2-(2-(2-(bis(2-hydroxydodecyl)amino)ethoxy)ethoxy)ethyl)piperazin-1-yl)ethyl)-22-(2-hydroxydodecyl)-16,19-dioxa-13,22-diazatetratriacontane-11,24-diol OC(CN(CCOCCOCCN1CCN(CC1)CCN(CC(CCCCCCCCCC)O)CCOCCOCCN(CC(CCCCCCCCCC)O)CC(CCCCCCCCCC)O)CC(CCCCCCCCCC)O)CCCCCCCCCC